5-chloro-3-[2-fluoro-3-[[[1-(methoxymethyl)cyclopropyl]-methyl-sulfamoyl]amino]benzoyl]-1H-pyrrolo[2,3-b]pyridine ClC=1C=C2C(=NC1)NC=C2C(C2=C(C(=CC=C2)NS(N(C)C2(CC2)COC)(=O)=O)F)=O